C(C1=CC=CC=C1)N1C(=NC=2N=C(N(C(C12)=O)CCC)Cl)C=1C=NN(C1)C 7-Benzyl-2-chloro-8-(1-methyl-1H-pyrazol-4-yl)-1-propyl-1,7-dihydro-purin-6-one